4-hydrazino-2-(methylthio)-7,8-dihydro-quinazolin-5(6H)-one N(N)C1=NC(=NC=2CCCC(C12)=O)SC